5-acrylamido-N-(4-fluorophenyl)-1H-pyrazolo[3,4-b]pyridine-3-carboxamide C(C=C)(=O)NC=1C=C2C(=NC1)NN=C2C(=O)NC2=CC=C(C=C2)F